FC(C1=NC(=CC=C1C=1C=C(C(N(C1)C)=O)C)N1CCN(CC1)CC1=CC=C(C=C1)N1CCNCC1)F 5-[2-(difluoromethyl)-6-[4-[(4-piperazin-1-ylphenyl)methyl]Piperazin-1-yl]-3-pyridyl]-1,3-dimethyl-pyridin-2-one